O=C1C(N2CC[C@@H]1C2)COP(=O)(OC2=CC=CC=C2)N[C@@H](C)C(=O)OCC(CC)CC 2-ethylbutyl ((((1S,4R)-3-oxo-1-azabicyclo[2.2.1]heptan-2-yl)methoxy)(phenoxy)phosphoryl)-L-alaninate